C=1N=CN2C1C1=CC=CC=C1[C@H]2[C@H]2[C@@H](C=1C=CN=CC1CC2)O (5S,6S)-6-((R)-5H-Imidazo[5,1-a]isoindol-5-yl)-5,6,7,8-tetrahydroisochinolin-5-ol